N,N,4-trimethyl-5-(1-((2-methylthiazol-5-yl)sulfonyl)piperidin-4-yl)pyridin-2-amine CN(C1=NC=C(C(=C1)C)C1CCN(CC1)S(=O)(=O)C1=CN=C(S1)C)C